4,4-bis(4'-hydroxy-3'-methyl-phenyl)butanoic acid OC1=C(C=C(C=C1)C(CCC(=O)O)C1=CC(=C(C=C1)O)C)C